2,2-dimethyl-4-(4-methylpiperazin-1-yl)-2,3-dihydrobenzofuran-7-amine CC1(OC2=C(C1)C(=CC=C2N)N2CCN(CC2)C)C